N1(N=CC=C1)CC1=CC=C(C=C1)C1(CC1)C(=O)N1[C@@H](CCC1)C(=O)N[C@H](C#C)CC(=O)N (2S)-1-[1-[4-(Pyrazol-1-ylmethyl)phenyl]cyclopropanecarbonyl]-N-[(1S)-1-(2-amino-2-oxo-ethyl)prop-2-ynyl]pyrrolidine-2-carboxamide